trans-4-(5-Bromopyridin-2-yloxy)cyclohexanecarboxylic acid BrC=1C=CC(=NC1)O[C@@H]1CC[C@H](CC1)C(=O)O